6-Chloro-4-(2,6-dihydroxy-4-propylphenyl)-1-ethyl-5-methylindolin-2-one ClC1=C(C(=C2CC(N(C2=C1)CC)=O)C1=C(C=C(C=C1O)CCC)O)C